C1=CC=CC=2C3=CC=CC=C3C(C12)COC(=O)N[C@@H](CCC(=O)OC(C)(C)C)C(=O)NC1=CC=C(C=C1)Cl tert-Butyl (S)-4-((((9H-fluoren-9-yl)methoxy)carbonyl)amino)-5-((4-chlorophenyl)amino)-5-oxopentanoate